COC1=C(OC2=C(C=C(C=C2)CCNS(=O)=O)C=2C3=C(C(N(C2)C)=O)C=C(O3)C3=CC(=C(C(=C3)C)OCCO)C)C(=CC=C1)OC N-(4-(2,6-dimethoxyphenoxy)-3-(2-(4-(2-hydroxyethoxy)-3,5-dimethylphenyl)-5-Methyl-4-oxo-4,5-dihydrofuro[3,2-c]pyridin-7-yl)phenyl)ethylsulfonamide